ClC=1C(=CC(=C(C1)S(=O)(=O)NC=1SC=CN1)F)NC[C@]1(NC[C@H](C1)O)CCC1=CC=CC=C1 5-chloro-2-fluoro-4-((((2S,4S)-4-hydroxy-2-phenethylpyrrolidin-2-yl)methyl)-amino)-N-(thiazol-2-yl)benzenesulfonamide